C(C(C)C)C1C=C(C=C(C1)C)CCC1OCCO1 2-[2-(3-isobutyl-5-methyl-cyclohexa-1,5-dien-1-yl)ethyl]-1,3-dioxolane